C1(CCCCC1)NC(O)=O.C(N)(OC1CCCCC1)=O cyclohexyl carbamate (cyclohexyl carbamate)